((perfluorobenzoyl) oxy) iminocyclobutane-1-carboxylate N=C1C(CC1)C(=O)OOC(C1=C(C(=C(C(=C1F)F)F)F)F)=O